NC1=NC=CC=C1C1=NC=2C(=NC(=CC2)C2=CC=CC=C2)N1C1=CC=C(CN2CCN(CC2)C(=O)C=2C=CC3=C(N=CS3)C2)C=C1 5-(4-(4-(2-(2-aminopyridin-3-yl)-5-phenyl-3H-imidazo[4,5-b]pyridin-3-yl)benzyl)piperazine-1-carbonyl)benzo[d]thiazole